ClC1=CC(=NC=C1)C1=C[C@@H]2[C@H]([C@@H]2C1)/C(=N/O)/N |r| rac-(1R,5R,6S,Z)-3-(4-chloropyridin-2-yl)-N'-hydroxybicyclo[3.1.0]Hex-2-en-6-carboxamidine